N-((5-chloro-6-(thiazol-4-ylmethoxy)-1H-indol-2-yl)methyl)-3,3-difluoropropanamide ClC=1C=C2C=C(NC2=CC1OCC=1N=CSC1)CNC(CC(F)F)=O